17-amino-3,6,9,12,15-pentaoxaheptadecan-1-ol NCCOCCOCCOCCOCCOCCO